C(C)N1CC(CCC1)COC(=O)OC(CCCOC(CCCCC(CCCCCCCCC(=O)[O-])CCCCCCCCC(=O)[O-])=O)CCCCCCCCCCCC 2-(5-((4-((((1-ethylpiperidin-3-yl)methoxy)carbonyl)oxy)hexadecyl)oxy)-5-oxopentyl)propane-1,3-diyldioctanoate